2-((tert-butyldimethylsilyl)oxy)-10-propyl-10H-phenothiazine-3-carbaldehyde [Si](C)(C)(C(C)(C)C)OC1=CC=2N(C3=CC=CC=C3SC2C=C1C=O)CCC